2-bromo-5-(4-methoxyphenyl)oxazole BrC=1OC(=CN1)C1=CC=C(C=C1)OC